ClC1=CC=C(C(=N1)C(=O)O)N[C@H](C)C1=C2N=C(C(=NC2=CC(=C1)C)C#N)OC1=CC(=CC=C1)C#N (R)-6-chloro-3-((1-(2-cyano-3-(3-cyanophenoxy)-7-methylquinoxalin-5-yl)ethyl)amino)picolinic acid